1-(9Z,12Z-octadecadienoyl)-2-(4Z,7Z,10Z,13Z,16Z,19Z-docosahexaenoyl)-sn-glycero-3-phosphocholine CCCCC/C=C\C/C=C\CCCCCCCC(=O)OC[C@H](COP(=O)([O-])OCC[N+](C)(C)C)OC(=O)CC/C=C\C/C=C\C/C=C\C/C=C\C/C=C\C/C=C\CC